Methyl pyridine-6-carboxylate N1=CC=CC=C1C(=O)OC